C(C)(C)N(C(OC(C)C(C)OC(N(C(C)C)C(C)C)=O)=O)C(C)C butane-2,3-diyl bis(diisopropylcarbamate)